C1(CC1)C1=NC(=NO1)C1=CC(=CC=C1)I 5-cyclopropyl-3-(3-iodophenyl)-1,2,4-oxadiazole